cyclononyl acrylate C(C=C)(=O)OC1CCCCCCCC1